2-(2,6-dioxopiperidin-3-yl)-4-fluoro-1-oxoisoindoline-5-carboxylic acid O=C1NC(CCC1N1C(C2=CC=C(C(=C2C1)F)C(=O)O)=O)=O